COC1=NC(=NN2C1=C(C=C2)C=2C=CC=1N(C2)C(=CN1)C(=O)NC)NC1CCC(CC1)(C)OC 6-(4-methoxy-2-(((1s,4s)-4-methoxy-4-methylcyclohexyl)amino)pyrrolo[2,1-f][1,2,4]triazin-5-yl)-N-methylimidazo[1,2-a]pyridine-3-carboxamide